ClC1=C(C=C(C=C1)C#CCNC(C1=NC=C(C=C1)C=1N=CC2=C(C=CC=C2C1)C1=CC2=C(N(C(N2C)=O)C)C(=C1)C(C)C)=O)OC1C(NC(CC1)=O)=O N-(3-(4-Chloro-3-((2,6-dioxopiperidin-3-yl)oxy)phenyl)prop-2-yn-1-yl)-5-(8-(7-isopropyl-1,3-dimethyl-2-oxo-2,3-dihydro-1H-benzo[d]imidazol-5-yl)isoquinolin-3-yl)picolinamide